5-(4-(4-(8-bromoquinoxalin-2-yl)-1H-pyrazol-1-yl)piperidin-1-yl)-N-((2-(2,6-dioxopiperidin-3-yl)-1-oxoisoindolin-5-yl)methyl)-2,2-difluoro-5-oxopentanoamide BrC=1C=CC=C2N=CC(=NC12)C=1C=NN(C1)C1CCN(CC1)C(CCC(C(=O)NCC=1C=C2CN(C(C2=CC1)=O)C1C(NC(CC1)=O)=O)(F)F)=O